(S)-6-benzyl-3-(p-tolyl)-1-tosyl-1,4,5,6-tetrahydropyridazine C(C1=CC=CC=C1)[C@@H]1CCC(=NN1S(=O)(=O)C1=CC=C(C)C=C1)C1=CC=C(C=C1)C